lithium dodecyl phosphate P(=O)(OCCCCCCCCCCCC)([O-])[O-].[Li+].[Li+]